5-bromo-3-cyano-1-Isopropyl-indole BrC=1C=C2C(=CN(C2=CC1)C(C)C)C#N